OCCN1C(N(CC=2C1=NC(=NC2)NC2=CC=C(C=C2)N2CCN(CC2)C)[C@H]2CCN(C1=C(C=CC=C21)C)C(C(F)(F)F)=O)=O 1-(2-hydroxyethyl)-7-[4-(4-methylpiperazin-1-yl)anilino]-3-[(4S)-8-methyl-1-(2,2,2-trifluoroacetyl)-3,4-dihydro-2H-quinolin-4-yl]-4H-pyrimido[4,5-d]pyrimidin-2-one